OCCC1CN(C(O1)=O)C=1C=CC=2OCC(NC2N1)=O 6-[5-(2-hydroxyethyl)-2-oxo-1,3-oxazolidin-3-yl]-4H-pyrido[3,2-B][1,4]oxazin-3-one